5,7-di-tert-butyl-3-(4-ethoxyphenyl)benzofuran-2-one C(C)(C)(C)C=1C=C(C2=C(C(C(O2)=O)C2=CC=C(C=C2)OCC)C1)C(C)(C)C